CC1=CC2=C(N(N=N2)C(=C)C2=CC=CC=C2)C=C1 5-methyl-1-(1-phenylvinyl)-1H-benzo[d][1,2,3]triazole